CS(=O)(=O)C1=C(C=C(CC2CC3(CN(C3)C(=O)N3CC4(C3)NC(OC4)=O)CC2)C=C1)C(F)(F)F 2-[6-[4-methanesulfonyl-3-(trifluoromethyl)benzyl]-2-azaspiro[3.4]octane-2-carbonyl]-7-oxa-2,5-diazaspiro[3.4]octane-6-one